C(=O)O.COC1=C(C=CC(=C1)C(F)(F)F)C=1C=2N(C(=NN1)N[C@H]1CN(CCC1)C)C=CN2 8-[2-Methoxy-4-(trifluoromethyl)phenyl]-N-[(3R)-1-methyl-3-piperidyl]imidazo[1,2-d][1,2,4]triazin-5-amine formic acid salt